COC=1C=C(C=C(C1CN1CCOCC1)OC)C=1C=C2C=C(C(=C(N2C1)C(C)N1CCOCC1)C)C(=O)NCC=1C(NC=C(C1C)C)=O 2-(3,5-dimethoxy-4-(morpholinomethyl)phenyl)-N-((4,5-dimethyl-2-oxo-1,2-dihydropyridin-3-yl)methyl)-6-methyl-5-(1-morpholinoethyl)indolizine-7-carboxamide